N-(2-amino-4-fluorophenyl)-6-[(5-{[2-chloro-4-(phenyloxy)phenyl]carbonyl}-7H-pyrrolo[2,3-d]pyrimidin-4-yl)amino]hexanamide (1,1-Dideutero-2-fluoro-ethyl)4-methylbenzenesulfonate [2H]C(CF)([2H])OS(=O)(=O)C1=CC=C(C=C1)C.NC1=C(C=CC(=C1)F)NC(CCCCCNC=1C2=C(N=CN1)NC=C2C(=O)C2=C(C=C(C=C2)OC2=CC=CC=C2)Cl)=O